C1(=CC=CC=C1)P(=O)(C1=CC=CC=C1)C(C(=C)B1OC(C(O1)(C)C)(C)C)C1=CC=C(C#N)C=C1 4-(1-(diphenylphosphoryl)-2-(4,4,5,5-tetramethyl-1,3,2-dioxaborolan-2-yl)allyl)benzonitrile